CC1N(CCNC1)C1=CC=CC(=N1)OCC1=C(C#N)C=CC=C1 (((6-(2-methylpiperazin-1-yl)pyridin-2-yl)oxy)methyl)benzonitrile